(3S,4R)-4-((9-(piperidin-4-yl)-6,7-dihydrothiazolo[5',4':4,5]oxepino[3,2-d]pyrimidin-2-yl)amino)tetrahydro-2H-pyran-3-ol N1CCC(CC1)C=1SC2=C(CCOC3=C2N=C(N=C3)N[C@H]3[C@@H](COCC3)O)N1